C(C)N1C=C(C(C2=CC(=C(C(=C12)F)F)F)=O)C(=O)OCC Ethyl 1-ethyl-4-oxo-6,7,8-trifluoro-1,4-dihydroquinoline-3-carboxylate